2-[5-(2-methoxyethoxy)pyrimidin-4-yl]-1H,5H,6H,7H-pyrrolo[3,2-c]Pyridin-4-one COCCOC=1C(=NC=NC1)C1=CC=2C(NCCC2N1)=O